CO[C@H]1C[C@]2(CC(CN2C1)=C)CO ((2S,7aR)-2-methoxy-6-methylenetetrahydro-1H-pyrrolizin-7a(5H)-yl)methanol